(S)-2-(4-(6-(3,5-dimethylisoxazol-4-yl)-4-(3-phenylmorpholino)quinazolin-2-yl)-1H-pyrazol-1-yl)-2-methylpropan-1-ol CC1=NOC(=C1C=1C=C2C(=NC(=NC2=CC1)C=1C=NN(C1)C(CO)(C)C)N1[C@H](COCC1)C1=CC=CC=C1)C